[Si](C)(C)(C(C)(C)C)O[C@@H]1CN(C(=C1)C(=O)OC)C(=O)OCC1=CC=CC=C1 O1-benzyl O5-methyl (3S)-3-[tert-butyl(dimethyl)silyl]oxy-2,3-dihydropyrrole-1,5-dicarboxylate